t-butyl ((2S,3R,E)-1-((dimethoxyphosphoryl)oxy)-3-hydroxyoctadec-4-en-2-yl)carbamate COP(=O)(OC)OC[C@@H]([C@@H](\C=C\CCCCCCCCCCCCC)O)NC(OC(C)(C)C)=O